C(C)(=O)N[C@H]1C[C@H](CCC1)C(=O)NC1=NC=C(C(=C1)I)C (1S,3R)-3-acetylamino-N-(4-iodo-5-methylpyridin-2-yl)cyclohexane-1-carboxamide